3-fluoro-4-(3-(3-(2-methyl-1H-imidazol-1-yl)phenoxy)butan-2-yloxy)benzonitrile FC=1C=C(C#N)C=CC1OC(C)C(C)OC1=CC(=CC=C1)N1C(=NC=C1)C